C(OCC)(OCOC1=C(C(=CC(=C1)C(C)(CCCCCC)C)O)[C@H]1[C@@H](CCC(=C1)C)C(=C)C)=O ethyl ((((1'R,2'R)-6-hydroxy-5'-methyl-4-(2-methyloctan-2-yl)-2'-(prop-1-en-2-yl)-1',2',3',4'-tetrahydro-[1,1'-biphenyl]-2-yl)oxy)methyl) carbonate